C1(=CC=CC=C1)S(=O)(=O)N1C(=C2CCC(C(C2=C1)=O)Br)C1=CC(=C(C(=C1)OC)OC)OC 2-(benzenesulfonyl)-5-bromo-1-(3,4,5-trimethoxyphenyl)-2,5,6,7-tetrahydro-4H-isoindol-4-one